1-(3-bromoquinolin-6-yl)-3-phenylurea BrC=1C=NC2=CC=C(C=C2C1)NC(=O)NC1=CC=CC=C1